ClC1=C(C=CC=C1NC=1N=CC=C2C=C(C=NC12)CN1C[C@H](CC1)O)C1=C(C(=CC=C1)C=1OC2=C(N1)C=C(C=C2C#N)CN2CCCC2)C (S)-1-((2-(2'-Chloro-3'-(3-(((S)-3-hydroxypyrrolidin-1-yl)methyl)-1,7-naphthyridin-8-ylamino)-2-methylbiphenyl-3-yl)-7-cyanobenzo[d]oxazol-5-yl)methyl)pyrrolidin